N1,N3-bis(3-methoxybenzyl)isophthalamide COC=1C=C(CNC(C2=CC(C(=O)NCC3=CC(=CC=C3)OC)=CC=C2)=O)C=CC1